4-(piperidin-4-ylamino)-2H-chromen-2-one hydrochloride Cl.N1CCC(CC1)NC1=CC(OC2=CC=CC=C12)=O